ClC1=NC(=C(C(=N1)N1C[C@@](CCC1)(O)C)F)Cl (3R)-1-(2,6-Dichloro-5-fluoropyrimidin-4-yl)-3-methylpiperidin-3-ol